FC1=CC=C(C=C1)N1C=C2C(CCCC2=C(C1=O)C(=O)N)=O 2-(4-fluorophenyl)-3,8-dioxo-6,7-dihydro-5H-isoquinoline-4-carboxamide